C(C1=CC=CC=C1)[N+](=CCCCOCCCCCC)[O-] N-benzyl-4-(hexyloxy)butan-1-imine oxide